N-(2-bromo-3-fluoro-6-methyl-phenyl)-2,2-dimethyl-propionamide BrC1=C(C(=CC=C1F)C)NC(C(C)(C)C)=O